C(C)(C)C=1N=C(C(=NC1C)C(=O)N)NC1=CC(=CC=C1)CCNC([C@H](C)NC)=O (S)-5-isopropyl-6-methyl-3-((3-(2-(2-(methylamino)propanamido)ethyl)phenyl)amino)pyrazine-2-carboxamide